(S)-3-({2-fluoro-3-[(methylsulfamoyl)amino]phenyl}methyl)-4-methyl-7-(1,3-oxazol-2-yloxy)-3,4-dihydro-2H-1,3-benzoxazin-2-one FC1=C(C=CC=C1NS(NC)(=O)=O)CN1C(OC2=C([C@@H]1C)C=CC(=C2)OC=2OC=CN2)=O